(S)-1-((2S,4R,5R)-5-(2-Acetamido-6,8-dioxo-7-(2,2,2-trifluoroethyl)-1,6,7,8-tetrahydro-9H-purin-9-yl)-4-acetoxytetrahydrofuran-2-yl)propyl acetate C(C)(=O)O[C@@H](CC)[C@H]1O[C@H]([C@@H](C1)OC(C)=O)N1C=2N=C(NC(C2N(C1=O)CC(F)(F)F)=O)NC(C)=O